CC1=NC(=NO1)C1=NC=C(C=N1)OC1=CC=C(C=C1)C(C)(C)C1=CC=C(OC2CC(C2)N)C=C1 (1r,3r)-3-(4-(2-(4-((2-(5-methyl-1,2,4-oxadiazol-3-yl)pyrimidin-5-yl)oxy)phenyl)propan-2-yl)phenoxy)cyclobutylamine